5-(4-chloro-2-fluoro-phenyl)-2,3-dimethyl-7-((2S)-2-(3-thiophen-yl)-4-morpholinyl)-pyrido[4,3-d]pyrimidin-4(3H)-one ClC1=CC(=C(C=C1)C1=NC(=CC=2N=C(N(C(C21)=O)C)C)N2C[C@@H](OCC2)C2=CSC=C2)F